C(CCC)[Sn](C=1SC=C2C1OCCO2)(CCCC)CCCC 2-tributylstannyl-3,4-ethylenedioxythiophene